ClC=1C=CC=C2C=CC=C(C12)C=1N=CC2=C3C=4N(C[C@@H](OC4N=C2C1F)[C@H]1N(CCC1)C)C[C@H]1CN[C@@H](CN13)C (2R,4aR,7R)-11-(8-chloronaphthalen-1-yl)-10-fluoro-2-methyl-7-((S)-1-methylpyrrolidin-2-yl)-2,3,4,4a,6,7-hexahydro-8-oxa-3,5a,9,12,13c-pentazanaphtho[3,2,1-de]anthracene